6-(2,4-dimethoxypyrimidin-5-yl)pyrazolo[1,5-b]pyridazin-4-yltrifluoromethanesulfonic acid COC1=NC=C(C(=N1)OC)C=1C=C(C=2N(N1)N=CC2)OS(=O)(=O)C(F)(F)F